CN(C=1C=CC2=C(N=C(S2)/C=N/O)C1)C (E)-5-(Dimethylamino)benzo[d]thiazole-2-carbaldehyde oxime